C(C1=CC=CC=C1)N(C1CCC(CC1)(C)OC)CC1=CC=CC=C1 (trans)-N,N-dibenzyl-4-methoxy-4-methylcyclohexan-1-amine